Bromo-3-ethyl-2-((S)-1-((S)-6-ethyl-4-methyl-1,4-diazepan-1-yl)butyl)quinazolin-4(3H)-one BrC1=C2C(N(C(=NC2=CC=C1)[C@H](CCC)N1CCN(C[C@@H](C1)CC)C)CC)=O